ClC1=CC=C(C=C1)C(C(N1CCC2=CC=C(C=C12)OC(F)(F)F)=O)NC=1C=C(OCC23CC(C2)(C3)C(=O)O)C=C(C1)OC 3-((3-((1-(4-chlorophenyl)-2-oxo-2-(6-(trifluoromethoxy)-indolin-1-yl)ethyl)amino)-5-methoxyphenoxy)methyl)bicyclo[1.1.1]pentane-1-carboxylic acid